C(C)C=CC1C(C1)(C(=O)[O-])C(=O)[O-] ethylvinylcyclopropanedicarboxylate